C(=O)C1[C@H]2CN(C[C@@H]12)C1=CC=C(C(=O)OC(C)(C)C)C=C1 tert-butyl 4-((1R,5S,6r)-6-formyl-3-azabicyclo[3.1.0]hex-3-yl)benzoate